2-chloro-3-methoxy-6-nitroquinoline ClC1=NC2=CC=C(C=C2C=C1OC)[N+](=O)[O-]